COC=1C=C(C=CC1)C1=CC(=CS1)C(=O)NC1=NC(=NS1)CC(C)=O 5-(3-methoxyphenyl)-N-(3-(2-oxopropyl)-1,2,4-thiadiazol-5-yl)thiophene-3-carboxamide